C(OC=1C(OC(C(C1C=1C=C(C=CC1C1CC1)C1=C(C=C(C=C1)Cl)Cl)=O)(C)C)(C)C)(OC)=O 4-(2',4'-dichloro-4-cyclopropyl-[1,1'-biphenyl]-3-yl)-5,6-dihydro-2,2,6,6-tetramethyl-5-oxo-2H-pyran-3-yl methyl carbonate